5-bromo-6-fluoro-1H-indazol BrC=1C=C2C=NNC2=CC1F